C(=C)(C)[C@@H]1CCC(=C[C@H]1C1=C(C=C(C=C1O)CCCCC)[O-])C.[Na+] sodium 2-[(1R,6R)-6-isopropenyl-3-methylcyclohex-2-en-1-yl]-3-hydroxy-5-pentylphenolate salt